C1(CC1)C=1N=C(SC1)C=1N=NN(C1)[C@H](C(=O)N1[C@@H](C[C@H](C1)O)C(=O)NC)C(C)(C)C (2S,4r)-1-[(2S)-2-[4-(4-cyclopropylthiazol-2-yl)triazol-1-yl]-3,3-dimethyl-butyryl]-4-hydroxy-N-methyl-pyrrolidine-2-carboxamide